NC=1N=CC(=NC1C=1C=NSC1)C=1C=C(C=CC1C)[C@](CO)(C(F)(F)F)O (S)-2-(3-(5-Amino-6-(isothiazol-4-yl)pyrazin-2-yl)-4-methylphenyl)-3,3,3-trifluoropropane-1,2-diol